ClC=1C=C(CNC2=NC=C(C=N2)C2=NNC(O2)=O)C=C(C1)Cl 5-(2-((3,5-Dichlorobenzyl)amino)pyrimidin-5-yl)-1,3,4-oxadiazole-2(3H)-On